ClCC1=NC(=NO1)C1C2CN(CC12)C1=CC(=CC=C1)Cl 5-(chloromethyl)-3-(3-(3-chlorophenyl)-3-azabicyclo[3.1.0]hexane-6-yl)-1,2,4-oxadiazole